CN(C)C1C(N=CC2=CC=CC=C2)(C=CC=C1)N1CCCCCC1 dimethylaminobenzylidene(1-hexamethyleneimino)aniline